ClC(=O)C=1SC(=CC1)C(=O)Cl 2,5-bis(chlorocarbonyl)thiophene